C(C)(C)NC(=O)N1C2COCC1CNC2 N-isopropyl-3-oxa-7,9-diazabicyclo[3.3.1]nonane-9-carboxamide